3-((6-(bis(2-methoxyethyl)amino)-8-(4-methoxypiperidin-1-yl)-4-(4-methyl-3-oxopiperazin-1-yl)pyrimido[5,4-d]pyrimidin-2-yl)(2-methoxyethyl)amino)-N-(N,N-dimethylsulfamoyl)propenamide COCCN(C=1N=C(C=2N=C(N=C(C2N1)N1CC(N(CC1)C)=O)N(C=CC(=O)NS(N(C)C)(=O)=O)CCOC)N1CCC(CC1)OC)CCOC